C(C=C)N1CN(CN(C1)CC=C)CC=C 1,3,5-triallylhexahydro-1,3,5-triazine